2-[(3R)-3-(azetidin-3-yl)piperidin-1-yl]ethanol dihydrochloride Cl.Cl.N1CC(C1)[C@@H]1CN(CCC1)CCO